(4-cyanophenyl)-6-(diethylamino)isoindoline-2-carbonitrile C(#N)C1=CC=C(C=C1)C1N(CC2=CC=C(C=C12)N(CC)CC)C#N